FCCCCC1(C(C(=C(C(=C1F)F)F)F)F)[Ga](C1=C(C(=C(C(=C1F)F)F)F)F)C1=C(C(=C(C(=C1F)F)F)F)F fluorobutyl-tris(pentafluorophenyl)gallium